N1(CC2(CCC1)OCC1=C2N=CN=C1)CC1=C(N=C(S1)NC(C)=O)F N-(5-((5H-Spiro[furo[3,4-d]pyrimidine-7,3'-piperidin]-1'-yl)methyl)-4-fluorothiazol-2-yl)acetamide